N-(tert-butyl)-3-((1r,4r)-5'-(methylsulfonamido)-4-(trifluoromethyl)spiro[cyclohexane-1,3'-indoline]-1'-carbonyl)benzenesulfonamide C(C)(C)(C)NS(=O)(=O)C1=CC(=CC=C1)C(=O)N1CC2(C3=CC(=CC=C13)NS(=O)(=O)C)CCC(CC2)C(F)(F)F